C(C)(C)(C)OC(=O)N1CCC(=CC1)C=1C=C2CCCN(C2=CC1)C(=O)C1=CC(=C(C=C1)C=1CCN(CC1)C(=O)OC(C)(C)C)F tert-butyl 4-[4-(6-{1-[(tert-butoxy)carbonyl]-1,2,3,6-tetrahydropyridin-4-yl}-1,2,3,4-tetrahydroquinoline-1-carbonyl)-2-fluorophenyl]-1,2,3,6-tetrahydropyridine-1-carboxylate